(9H-fluoren-9-ylmethyl)(8-amino-5-chloro-6-fluoro-1-oxo-1,2,3,4-tetrahydronaphthalen-2-yl)carbamate C1=CC=CC=2C3=CC=CC=C3C(C12)COC(NC1C(C2=C(C=C(C(=C2CC1)Cl)F)N)=O)=O